(2-Aminopyridin-4-yl)methyl (2,2,2-trifluoroethyl)carbamate FC(CNC(OCC1=CC(=NC=C1)N)=O)(F)F